C(C)(C)(C)OC(=O)N1C=C(C2=CC=CC(=C12)C)Br.BrC1=NC=CC(=C1C(=O)NC1=NC=NS1)C 2-bromo-4-methyl-N-(1,2,4-thiadiazol-5-yl)pyridine-3-carboxamide tert-butyl-3-bromo-7-methyl-1H-indole-1-carboxylate